3-(1-(3-amino-6-(2,5-dimethyl-1,2,3,4-tetrahydroisoquinolin-7-yl)pyrazin-2-yloxy)ethyl)-2,4-dichlorobenzoic acid NC=1C(=NC(=CN1)C1=CC(=C2CCN(CC2=C1)C)C)OC(C)C=1C(=C(C(=O)O)C=CC1Cl)Cl